sec-butyl α-isobutyryloxyisobutyrate (butan-2-yl α-isobutyryloxyisobutyrate) CC(CC)CC(C(=O)O)(C)OC(C(C)C)=O.C(C(C)C)(=O)OC(C(=O)OC(C)CC)(C)C